C1=CC(=C2CN3C=CC=C3C=C12)CCCCCCCCCCNC(=O)O α,4a-diaza-s-indacene-3-lauric acid